O=S1(CCN(CC1)C(=O)C1=CC=C(C=C1)C1=NC2=CC=C3C(=C2C=2CCCCC12)C=NN3)=O (1,1-dioxidothiomorpholino)(4-(8,9,10,11-tetrahydro-3H-pyrazolo[4,3-a]phenanthridin-7-yl)phenyl)methanone